C1(=CC=CC=C1)C(SCC(CC(C)C)=O)SCC(CC(C)C)=O 4'-((phenylmethylene)bis(sulfanediyl))bis(4-methylpentan-2-one)